C(C)(=O)O.N=1C=NN2C1C=C(C=C2)OC2=C(C=C(C=C2)NC2=NC=NN1C2=C(C=C1)C=1CN(CC1)C(C=C)=O)C 1-(3-(4-((4-([1,2,4]triazolo[1,5-a]pyridin-7-yloxy)-3-methylphenyl)amino)pyrrolo[2,1-f][1,2,4]triazin-5-yl)-2,5-dihydro-1H-pyrrol-1-yl)prop-2-en-1-one acetate